3-(3-((4-ethoxy-3-(1-methyl-7-oxo-3-propyl-6,7-dihydro-1H-pyrazolo[4,3-d]pyrimidin-5-yl)phenyl)sulfonamido)azetidin-1-yl)propyl nitrate [N+](=O)(OCCCN1CC(C1)NS(=O)(=O)C1=CC(=C(C=C1)OCC)C=1NC(C2=C(N1)C(=NN2C)CCC)=O)[O-]